(S)-N-(3-(2-(difluoromethoxy)-5-((2-hydroxypropyl)sulfonyl)phenyl)-1-methyl-1H-pyrazol-4-yl)pyrazolo[1,5-a]pyrimidine-3-carboxamide FC(OC1=C(C=C(C=C1)S(=O)(=O)C[C@H](C)O)C1=NN(C=C1NC(=O)C=1C=NN2C1N=CC=C2)C)F